C(C)(C)N1C[C@H](CC1)N1N=C(C(=C1)NC1=NC=C(C(=N1)NCCCN1C(CC=CC=C1)=O)C(F)(F)F)C (S)-1-(3-((2-((1-(1-isopropylpyrrolidin-3-yl)-3-methyl-1H-pyrazol-4-yl)amino)-5-(trifluoromethyl)pyrimidin-4-yl)amino)propyl)azepin-2-one